4,4-dimethylhexanoic acid CC(CCC(=O)O)(CC)C